methyl (2S,4R)-2-(3-chloropropyl)-4-(fluorosulfonyl)pyrrolidine-2-carboxylate ClCCC[C@@]1(NC[C@@H](C1)S(=O)(=O)F)C(=O)OC